1,4-dibromoheptane BrCCCC(CCC)Br